2,3-diaminopyridine dihydrochloride Cl.Cl.NC1=NC=CC=C1N